N[C@@H]1C=2C(=NC=CC2)CC12CCN(CC2)C=2N=CC(=NC2CO)SC2=CC=NC1=C2OCC2N1C(NC2)=O 4-((5-((S)-5-amino-5,7-dihydrospiro[cyclopenta[b]pyridin-6,4'-piperidin]-1'-yl)-6-(hydroxymethyl)pyrazin-2-yl)thio)-6,6a,7,8-tetrahydro-9H-imidazo[1,5-d]pyrido[3,2-b][1,4]oxazin-9-one